2-amino-9-((2r,3r,5s)-3-hydroxy-5-(1-hydroxycyclopropyl)tetrahydrofuran-2-yl)-7-(prop-2-yn-1-yl)-7,9-dihydro-8H-purin-8-one NC1=NC=C2N(C(N(C2=N1)[C@@H]1O[C@@H](C[C@H]1O)C1(CC1)O)=O)CC#C